N-((S)-(4,4-Difluorocyclohexyl)(5-((R*)-1-(4,4,4-trifluorobutanamido)butyl)-1H-benzo[d]imidazol-2-yl)methyl)-1-methyl-1H-pyrazole-5-carboxamide FC1(CCC(CC1)[C@H](NC(=O)C1=CC=NN1C)C1=NC2=C(N1)C=CC(=C2)[C@@H](CCC)NC(CCC(F)(F)F)=O)F |o1:26|